Racemic-N-(8,9-difluoro-6-oxo-1,4,5,6-tetrahydro-2H-pyrano[3,4-c]isoquinolin-1-yl)-N-methylindolizine-2-carboxamide FC=1C(=CC=2C3=C(NC(C2C1)=O)COC[C@@H]3N(C(=O)C=3C=C1C=CC=CN1C3)C)F |r|